1-[3-[2-[(4-methoxy-phenyl)methyl]-1,2,4-triazol-3-yl]pyrazin-2-yl]ethanone COC1=CC=C(C=C1)CN1N=CN=C1C=1C(=NC=CN1)C(C)=O